C(C)OC(=O)C1CCCOO1 Dioxacyclohexane-6-carboxylic acid ethyl ester